CCCCC(CC)COC(=O)CCCCCCCCC(=O)OCC(CC)CCCC bis(ethylhexyl) sebacate